3-[3-methyl-2-oxo-4-(4,4,5,5-tetramethyl-1,3,2-dioxaborolan-2-yl)-1,3-benzodiazol-1-yl]-1-{[2-(trimethylsilyl)ethoxy]methyl}piperidine-2,6-dione CN1C(N(C2=C1C(=CC=C2)B2OC(C(O2)(C)C)(C)C)C2C(N(C(CC2)=O)COCC[Si](C)(C)C)=O)=O